ClC1=C(C=CC=C1)[C@@H](C(F)(F)F)NC1=CC(=C(C(=O)N[C@H](C)\C=C\S(=O)(=O)C)C=C1F)F 4-(((S)-1-(2-chlorophenyl)-2,2,2-trifluoroethyl)amino)-2,5-difluoro-N-((R,E)-4-(methylsulfonyl)but-3-en-2-yl)benzamide